C(CCC)S(=O)C=1C=C2C(=NC1)N(N=C2)C2=CC(=CC=C2)C2=NN=CN2C2OCCCC2 5-butylsulfinyl-1-[3-(4-tetrahydropyran-2-yl-1,2,4-triazol-3-yl)phenyl]pyrazolo[3,4-b]pyridine